Allyl α-D-galactopyranoside O([C@@H]1[C@H](O)[C@@H](O)[C@@H](O)[C@H](O1)CO)CC=C